N-[(4S)-chroman-4-yl]-8-(3,5-dichlorophenyl)-4-(dimethylamino)-1,5-naphthyridine-3-carboxamide O1CC[C@@H](C2=CC=CC=C12)NC(=O)C=1C=NC2=C(C=CN=C2C1N(C)C)C1=CC(=CC(=C1)Cl)Cl